methyl 5-(4-[2-[(4-[3-[3-amino-6-(2-hydroxyphenyl)pyridazin-4-yl]-3,8-diazabicyclo[3.2.1]octan-8-yl]pyridin-2-yl)oxy]ethyl]piperazin-1-yl)pentanoate NC=1N=NC(=CC1N1CC2CCC(C1)N2C2=CC(=NC=C2)OCCN2CCN(CC2)CCCCC(=O)OC)C2=C(C=CC=C2)O